4-(2-Ethylthiazol-5-yl)pyridin-2-amine C(C)C=1SC(=CN1)C1=CC(=NC=C1)N